N(=[N+]=[N-])CC(=O)N(CC(=O)OCC)C1=CC=CC=C1 ethyl N-(2-azidoacetyl)-N-phenylglycinate